BrC1=CC=C(C=C1)C=1C2=CC=C3C=CC=NC3=C2N=CC1 7-(4-bromophenyl)-1,10-phenanthroline